N1(CCCCC1)CCCOCCCC1=CC=C(C=C1)Cl 3-(4-Chlorophenyl)propyl 3-piperidinopropyl ether